ClC=1SC2=NC(=C(C=C2N1)F)OC[C@@H](C)O (R)-1-((2-chloro-6-fluorothiazolo[5,4-b]pyridin-5-yl)oxy)propan-2-ol